2-(3,3-difluoropyrrolidin-1-yl)-N-((2-(trifluoromethyl)pyridin-3-yl)methyl)pyrido[2,3-d]pyrimidin-4-amine methanesulfonate CS(=O)(=O)O.FC1(CN(CC1)C=1N=C(C2=C(N1)N=CC=C2)NCC=2C(=NC=CC2)C(F)(F)F)F